FC=1C=CC(=C(CN2C(N(CC(C2)=O)C2=CC(=C(C=C2)OC)OCCCCC)=O)C1)OC 1-(5-fluoro-2-methoxybenzyl)-3-(4-methoxy-3-(pentyloxy)phenyl)tetrahydropyrimidine-2,5-dione